COC=1C(=CC(=NC1)C)C1=C(C=NC(=C1)C)C(=O)NC=1SC(=NN1)C 5'-methoxy-2',6-dimethyl-N-(5-methyl-1,3,4-thiadiazol-2-yl)-(4,4'-bipyridine)-3-carboxamide